5-((1S,5R)-1-(5-(4-aminobicyclo[2.2.2]octan-1-yl)-1,3,4-oxadiazol-2-yl)-5-(trifluoromethyl)-3-azabicyclo[3.1.0]hexan-3-yl)quinoline-8-carbonitrile NC12CCC(CC1)(CC2)C2=NN=C(O2)[C@@]21CN(C[C@]1(C2)C(F)(F)F)C2=C1C=CC=NC1=C(C=C2)C#N